C(=O)C=1C=2N(C=CC1)N=CC2C(=O)O 4-formylpyrazolo[1,5-a]pyridine-3-carboxylic acid